1,1'-carbonylbis(2-methylimidazole) C(=O)(N1C(=NC=C1)C)N1C(=NC=C1)C